NC1=C(C(=NC=N1)OC1=C(C=C(C=C1)NC(=O)C=1C=NN(C1C(F)(F)F)C1=NC=CC(=C1)F)F)Cl N-[4-(6-Amino-5-chloro-pyrimidin-4-yl)oxy-3-fluoro-phenyl]-1-(4-fluoro-2-pyridyl)-5-(trifluoromethyl)pyrazole-4-carboxamide